FC=1C(=NC=CC1CN1CC(CC1)(O)C1=CC=C(C=C1)F)C=1C=C2CN(C(C2=CC1)=O)C1CNCCC1 3-(5-(3-fluoro-4-((3-(4-fluorophenyl)-3-hydroxypyrrolidin-1-yl)methyl)pyridin-2-yl)-1-oxoisoindolin-2-yl)piperidine